(2-((benzyloxy)carbonyl)-2-azaspiro[3.3]Hept-6-yl)zinc (II) iodide [I-].C(C1=CC=CC=C1)OC(=O)N1CC2(C1)CC(C2)[Zn+]